C(C)(C)N1C(C1)C(=O)[O-] 1-isopropylaziridine-2-carboxylate